5-(4-chloro-2-(ethyl-(isopropyl)carbamoyl)phenoxy)pyrimidine 1-oxide ClC1=CC(=C(OC=2C=NC=[N+](C2)[O-])C=C1)C(N(C(C)C)CC)=O